2'-amino-4'-bromo-2-fluoro-[1,1'-biphenyl] NC1=C(C=CC(=C1)Br)C1=C(C=CC=C1)F